2-methyl-6-((1-methyl-1H-pyrazol-3-yl)amino)-4-((2-(methylsulfonyl)phenyl)amino)-1,2-dihydro-3H-pyrazolo[3,4-b]pyridin-3-one CN1NC2=NC(=CC(=C2C1=O)NC1=C(C=CC=C1)S(=O)(=O)C)NC1=NN(C=C1)C